ClC1=CC(=NC(=N1)C(F)F)N 6-chloro-2-(difluoromethyl)pyrimidin-4-amine